C1(CCCC1)C1=NNOC=C1 Cyclopentyloxadiazine